C[C@H]1CC=2OC=3C=C(C=CC3C(C2CC1)(C)C)O (6R)-6,9,9-Trimethyl-5,6,7,8-tetrahydroxanthen-3-ol